S1=2C=3C=CC=CC3CC(NCC=3C=NN(CCCC(=NC=C1)C2)C3)=O thia-10,14,15,20-tetrazatetracyclo[17.3.1.112,15.02,7]tetracosa-1(23),2(7),3,5,12(24),13,19,21-octaen-9-one